C(C)(C)(C)OC(=O)N1CCC(CC1)(C)NC(NC1=CC(=C(C=C1)F)OC)=O 4-[N-(4-fluoro-3-methoxyphenyl)carbamoylamino]-4-methylpiperidine-1-carboxylic acid tert-butyl ester